N-(3-fluoro-5-(6-((5-methylthiazol-2-yl)amino)-4-(morpholinomethyl)pyridin-2-yl)phenyl)acrylamide FC=1C=C(C=C(C1)C1=NC(=CC(=C1)CN1CCOCC1)NC=1SC(=CN1)C)NC(C=C)=O